C1=CC=C(C=2OC3=C(C21)C=CC=C3)NC3=CC=CC=C3 N-(4-dibenzofuranyl)aniline